((6-(4-fluoro-1H-pyrazol-1-yl)pyridin-3-yl)methyl)pyridin FC=1C=NN(C1)C1=CC=C(C=N1)CC1=NC=CC=C1